zinc-sodium iodide [I-].[Na+].[Zn+2].[I-].[I-]